N-(3-(3-aminoprop-1-yn-1-yl)phenyl)-4-((9-chloro-7-(2-fluoro-6-methoxyphenyl)-5H-benzo[c]pyrimido[4,5-e]azepin-2-yl)amino)-2-methoxybenzamide trifluoroacetate FC(C(=O)O)(F)F.NCC#CC=1C=C(C=CC1)NC(C1=C(C=C(C=C1)NC=1N=CC2=C(C3=C(C(=NC2)C2=C(C=CC=C2OC)F)C=C(C=C3)Cl)N1)OC)=O